2-(4-(trifluoromethyl)benzoyl)benzo[d]thiazole-6-carboxylic acid FC(C1=CC=C(C(=O)C=2SC3=C(N2)C=CC(=C3)C(=O)O)C=C1)(F)F